1-((1R,5S)-3-(7-(3-hydroxynaphthalen-1-yl)-2-(((S)-1-methylpyrrolidin-2-yl)methoxy)quinazolin-4-yl)-3,8-diazabicyclo[3.2.1]octan-8-yl)-3-(1H-imidazol-1-yl)propan-1-one OC=1C=C(C2=CC=CC=C2C1)C1=CC=C2C(=NC(=NC2=C1)OC[C@H]1N(CCC1)C)N1C[C@H]2CC[C@@H](C1)N2C(CCN2C=NC=C2)=O